SCCC(=O)OC(C)OC(CCS)=O ethanediol bis(3-mercaptopropionate)